F[C@H]1C[C@@H](O[C@@H]1CO)N1C(=O)NC(=O)C(C)=C1 3'-deoxy-3'-fluorothymidine